2-(6'-(difluoromethoxy)-5'-fluoro-1'-oxo-1'H-spiro[cyclopropane-1,4'-isoquinolin]-2'(3'H)-yl)-N-(5-fluoropyrimidin-2-yl)acetamide FC(OC=1C(=C2C3(CN(C(C2=CC1)=O)CC(=O)NC1=NC=C(C=N1)F)CC3)F)F